FC(C(=O)O)(F)F.O[C@@H]1CN(CC[C@@]12NCC1=CC=CC=C1C2)C(=O)C=2N=C1N(C=C(C=C1[C@@H](C)OC)C1=NC=CC=C1OC)C2 [(3R,3'R)-3'-hydroxy-1,4-dihydro-1'H,2H-spiro[isoquinoline-3,4'-piperidin]-1'-yl]{8-[(1R)-1-methoxyethyl]-6-(3-methoxy-2-pyridinyl)imidazo[1,2-a]pyridin-2-yl}methanone trifluoroacetate